CNC=C N-methyl-vinylamine